2-(5-methoxy-1H-indol-3-yl)-2-oxo-N-(2-oxo-1-(4-(trifluoromethoxy)phenyl)pyrrolidin-3-yl)acetamide COC=1C=C2C(=CNC2=CC1)C(C(=O)NC1C(N(CC1)C1=CC=C(C=C1)OC(F)(F)F)=O)=O